C(C1(CCCCC1)N)C1(CCCCC1)N methylenedicyclohexanamine